diboron fluorene C1=CC=CC=2C3=CC=CC=C3CC12.[B].[B]